(E)-ethyl 4-(3-chloro-4-(3-o-tolylacryloyloxy)phenyl)-6-methyl-2-thioxo-1,2,3,4-tetrahydropyrimidine-5-carboxylate ClC=1C=C(C=CC1OC(\C=C\C1=C(C=CC=C1)C)=O)C1NC(NC(=C1C(=O)OCC)C)=S